COCC1=CC(=CS1)C1=CN=C(N1)C1N(CCCC1)C(C(C)SC)=O 1-(2-(5-(5-(methoxymethyl)thiophen-3-yl)-1H-imidazol-2-yl)piperidin-1-yl)-2-(methyl-thio)propan-1-one